3-isocyanatopropyl-trimethoxymethylsilane N(=C=O)CCC[SiH2]C(OC)(OC)OC